CC1=CC=C(C=C1)S(=O)(=O)O.C(C)(C)(C)OC(=O)N1CC=2CNCC2C1.OC(CNC(C(=C)C)=O)C N-(2-hydroxypropyl)Methacrylamide tert-butyl-3,4,5,6-tetrahydropyrrolo[3,4-c]pyrrole-2(1H)-carboxylate 4-methylbenzenesulfonate